2,6-bis[(2-Hydroxy-5-methylphenyl)Methyl]-4-methylphenol OC1=C(C=C(C=C1)C)CC1=C(C(=CC(=C1)C)CC1=C(C=CC(=C1)C)O)O